Cl.N1=CC=CC2=CC=NC(=C12)C(=O)Cl [1,7]Naphthyridine-8-carbonyl chloride hydrochloride